1-(9Z,12Z,15Z-octadecatrienoyl)-2-octadecanoyl-glycero-3-phosphoserine CCCCCCCCCCCCCCCCCC(=O)O[C@H](COC(=O)CCCCCCC/C=C\C/C=C\C/C=C\CC)COP(=O)(O)OC[C@@H](C(=O)O)N